C1(=CCCCCC1)C1=NN2C(N(C(=C(C2=O)N2CCN(CC2)CC2=C(C=NC=C2)O)CC)CC(=O)NC2=C(C=C(C=C2)C(F)(F)F)F)=N1 2-(2-(Cyclohepta-1-en-1-yl)-5-ethyl-6-(4-(3-hydroxyisonicotinyl)piperazin-1-yl)-7-oxo-[1,2,4]triazolo[1,5-a]pyrimidin-4(7H)-yl)-N-(2-fluoro-4-(trifluoromethyl)phenyl)acetamide